FC=1C=C(C=C(C1)F)C=1SC=C(N1)C[C@@H]1N(C[C@@H]([C@@H]1NS(=O)(=O)C)F)C(=O)N(C)C |r| rac-(2S,3R,4S)-2-{[2-(3,5-difluorophenyl)-1,3-thiazol-4-yl]methyl}-4-fluoro-3-[(methanesulfonyl)amino]-N,N-dimethyl-pyrrolidine-1-carboxamide